para-tertiary-octyl-phenol C(C)(C)(CC(C)(C)C)C1=CC=C(C=C1)O